6-hydroxy-2-(pyridin-4-ylmethylene)-1-benzofuran-3(2H)-one OC1=CC2=C(C(C(O2)=CC2=CC=NC=C2)=O)C=C1